COC1=C(C=CC=C1)C1=CC=C(C=C1)B(O)O [4-(2-methoxyphenyl)phenyl]boronic acid